C(C(C)(C)C)(=O)OCN1N=NC(=C1)[C@H](C=1C(=NC=CC1)C)NC=1C=C2C(=C(C=NC2=C(C1)Cl)C#N)NC1=CC(=C(C=C1)F)Cl (S)-(4-(((8-chloro-4-((3-chloro-4-fluorophenyl)amino)-3-cyanoquinolin-6-yl)amino)(2-methylpyridin-3-yl)methyl)-1H-1,2,3-triazol-1-yl)methyl pivalate